5-[(5-cyanopyridin-3-yl)methoxy]-7-({2-methyl-[1,1'-biphenyl]-3-yl}methoxy)-N-(1-methylpiperidin-4-yl)-2,3-dihydro-1H-indene-4-carboxamide C(#N)C=1C=C(C=NC1)COC1=C(C=2CCCC2C(=C1)OCC=1C(=C(C=CC1)C1=CC=CC=C1)C)C(=O)NC1CCN(CC1)C